FC(COC=1C=2N(N=C(C1)C=1C(NC(NC1)=O)=O)C=CN2)(C)F 5-(8-(2,2-difluoropropoxy)imidazo[1,2-b]pyridazin-6-yl)pyrimidine-2,4(1H,3H)-dione